FC1(CN(CC(C1)CC1=NC=C(C=N1)F)CC1=CN=C(S1)NC(C)=O)F N-(5-((3,3-difluoro-5-((5-fluoropyrimidin-2-yl)methyl)piperidin-1-yl)methyl)thiazol-2-yl)acetamide